NC1=CC=2C(=C3C(=NC2C=C1F)C1=CC2=C(C(N1C3)=O)COC([C@]2(O)CC)=O)CCOC (S)-9-amino-4-ethyl-8-fluoro-4-hydroxy-11-(2-methoxyethyl)-1,12-dihydro-14H-pyrano[3',4':6,7]indolizino[1,2-b]quinoline-3,14(4H)-dione